ClC1=CC=C(C(=N1)C=1C(=NN(C1)CC(F)(F)F)C)C(C)=O 6-Chloro-2-[3-methyl-1-(2,2,2-trifluoroethyl)pyrazol-4-yl]-3-pyridyl-ethanone